C1(CC1)C([C@@H](C(NC=1C=NN(C1)CC=1N(N=CC1)CC(F)(F)F)=O)NC(=O)C1=NON=C1C)C1CC1 N-[(1S)-1-(dicyclopropyl-methyl)-2-oxo-2-[[1-[[2-(2,2,2-trifluoroethyl)pyrazol-3-yl]methyl]pyrazol-4-yl]amino]ethyl]-4-methyl-1,2,5-oxadiazole-3-carboxamide